O=C1CN(CCN1)C(=O)OC[C@@H]1C[C@H]2N(CCC3=CC(=C(C=C23)OC)OC)C[C@H]1CC(C)C [(2R,3S,11bR)-9,10-dimethoxy-3-(2-methylpropyl)-1H,2H,3H,4H,6H,7H,11bH-pyrido[2,1-a]isoquinolin-2-yl]methyl 3-oxopiperazine-1-carboxylate